di-n-butyl mesaconate C(\C(\C)=C\C(=O)OCCCC)(=O)OCCCC